3-(4-chloro-3-fluorophenyl)-4-(5-(3,5-dimethylisoxazol-4-yl)-1-((trans)-3-methoxycyclobutyl)-1H-benzo[d]imidazol-2-yl)-1,3-oxazinan-2-one ClC1=C(C=C(C=C1)N1C(OCCC1C1=NC2=C(N1[C@@H]1C[C@H](C1)OC)C=CC(=C2)C=2C(=NOC2C)C)=O)F